N-(4-(4-amino-2-methyl-1H-imidazo[4,5-c]quinolin-1-yl)butyl)benzamide NC1=NC=2C=CC=CC2C2=C1N=C(N2CCCCNC(C2=CC=CC=C2)=O)C